(S)-2-(1-amino-1,3-dihydro-spiro[inden-2,4'-piperidin]-1'-yl)-3-methyl-5-(1-(thiophen-2-yl)vinyl)-3,7-dihydro-4H-pyrrolo[2,3-d]pyrimidin-4-one N[C@@H]1C2=CC=CC=C2CC12CCN(CC2)C=2N(C(C1=C(N2)NC=C1C(=C)C=1SC=CC1)=O)C